ClC=1C=CC2=C(N(C3=C(OC2)C=CC=C3)CCCN)C1 3-[3-chlorodibenzo[b,e][1,4]oxazepin-5(11H)-yl]propan-1-amine